C(=C)C1=CC=C(C=C1)S(=O)(=O)[O-].C(C(=C)C)(=O)OC1NC=C[N+]1(C)CCCOCC1=CC=CO1 2-(methacryloyloxy)-3-(furfuryloxy-propan-1-yl)-3-methyl-1H-imidazolium 4-vinylbenzenesulfonate